[N+](=O)([O-])C1=C(C=CC=C1)C1=CC(NC1=O)=O 4-(2-nitrophenyl)-1H-pyrrol-2,5-dion